4-(3-methoxy-4-{[5-methoxy-2-(trifluoromethyl)phenyl]methoxy}phenyl)-2H,6H,7H-pyrazolo[3,4-b]pyridin-6-one COC=1C=C(C=CC1OCC1=C(C=CC(=C1)OC)C(F)(F)F)C=1C=2C(NC(C1)=O)=NNC2